FC1=CC=C(C=C1)C(C#CC1=CC=CC=C1)=O 1-(4-fluorophenyl)-3-phenylprop-2-yn-1-one